2,6-bis(dimethylamino)-1,1-biphenyl CN(C1=C(C(=CC=C1)N(C)C)C1=CC=CC=C1)C